C(=O)(O)[C@H](CSC\C=C(\CC\C=C(\CCC=C(C)C)/C)/C)NC(=O)N1[C@@H](CCC1)C(=O)O (2S)-1-{[(1R)-1-carboxy-2-{[(2E,6E)-3,7,11-trimethyldodec-2,6,10-trien-1-yl]Sulfanyl}ethyl]Carbamoyl}pyrrolidine-2-carboxylic acid